2,5-difluoro-N-[(1S)-2,2,2-trifluoro-1-methylethyl]benzamide phosphoric acid salt P(O)(O)(O)=O.FC1=C(C(=O)N[C@H](C(F)(F)F)C)C=C(C=C1)F